NC1=NC=CC2=C1C(=NN2[C@H]2C[C@@H](N(C2)C(=O)OC(C)(C)C)CC#N)C#CC2=CC1=C(N(C(=N1)C)C)C=C2 (2R,4S)-tert-butyl 4-(4-amino-3-((1,2-dimethyl-1H-benzo[d]imidazol-5-yl)ethynyl)-1H-pyrazolo[4,3-c]pyridin-1-yl)-2-(cyanomethyl)pyrrolidine-1-carboxylate